3-(cyclohex-1-en-1-yl)-1-((tetrahydro-2H-pyran-4-yl)methyl)-1H-pyrrole-2,5-dione C1(=CCCCC1)C=1C(N(C(C1)=O)CC1CCOCC1)=O